N-[4-amino-2-[bis[(2,4-dimethoxyphenyl)methyl]amino]-5-iodo-6-methyl-3-pyridyl]pentanamide NC1=C(C(=NC(=C1I)C)N(CC1=C(C=C(C=C1)OC)OC)CC1=C(C=C(C=C1)OC)OC)NC(CCCC)=O